Nitro-tyrosine [N+](=O)([O-])N[C@@H](CC1=CC=C(C=C1)O)C(=O)O